2-(3-((3-methyl-1,4-dioxo-8-sulfonylamino-1,4-dihydronaphthalen-2-yl)methyl)phenyl)acetic acid CC1=C(C(C2=C(C=CC=C2C1=O)N=S(=O)=O)=O)CC=1C=C(C=CC1)CC(=O)O